Thio-Silicate [Si]([S-])([O-])([O-])[O-]